FC1(CC(C1)(CC1=NN=CN1C)C=1C=C(C=CC1)N1C(C2=CC(=CC(=C2C1)C(F)(F)F)C1NC(CCC1)CC)=O)F 2-(3-(3,3-difluoro-1-((4-methyl-4H-1,2,4-triazol-3-yl)methyl)cyclobutyl)phenyl)-6-(6-ethylpiperidin-2-yl)-4-(trifluoromethyl)isoindolin-1-one